C(C)(=O)N1C[C@@H]([C@H](CC1)N1N=CC(=C1)C=1C=C(C=2N(C1)N=CC2C#N)SC2=C(C=CC=C2)C#N)O 6-(1-((3S,4S)-1-acetyl-3-hydroxypiperidin-4-yl)-1H-pyrazol-4-yl)-4-((2-cyanophenyl)thio)pyrazolo[1,5-a]pyridine-3-carbonitrile